FC1=C(C(=CC=C1N1N=CC=2C1=CN=C(C2)N2CCN(CC2)S(=O)(=O)C)F)O 2,6-Difluoro-3-(5-(4-(methylsulfonyl)piperazin-1-yl)-1H-pyrazolo[3,4-c]pyridine-1-yl)phenol